C(C)(C)(C)OC(=O)N1CCC(CC1)NC(C1=CN=C(C=C1)NCC12CC3(CC(CC(C1)C3)C2)C2=CC=CC=C2)=O.C(C2=CC=CC=C2)(C2=CC=CC=C2)N2[C@H]([C@@H](C2)CS(=O)(=O)C)C (2s,3r)-1-benzhydryl-2-methyl-3-((methanesulfonyl)methyl)azetidine tert-butyl-4-(6-(((3-phenyladamantan-1-yl)methyl)amino)nicotinamido)piperidine-1-carboxylate